2-[4-(hydrazinecarbonyl)-2-methoxy-phenoxy]-N-isopropyl-acetamide N(N)C(=O)C1=CC(=C(OCC(=O)NC(C)C)C=C1)OC